C(C)C=1C(NC=2C=C(C=NC2C1)CN1CCC(=CC1)C=1C=NC(=CC1)NC(=O)C1CC1)=O N-(1'-((7-Ethyl-6-oxo-5,6-dihydro-1,5-naphthyridin-3-yl)methyl)-1',2',3',6'-tetrahydro-[3,4'-bipyridyl]-6-yl)cyclopropylcarboxamide